phenylsulfate ammonium [NH4+].C1(=CC=CC=C1)OS(=O)(=O)[O-]